C(C)(C)(C)OC(=O)N1CCC(CC1)CCC(=O)N1C[C@@H](CCC1)C(=O)O (R)-1-(3-(1-(tert-butoxycarbonyl)piperidin-4-yl)propionyl)piperidine-3-carboxylic acid